pyrazin-2-ylprop-2-enehydrazide N1=C(C=NC=C1)C(C(=O)NN)=C